N,1-diphenylnaphthalen-2-amine C1(=CC=CC=C1)NC1=C(C2=CC=CC=C2C=C1)C1=CC=CC=C1